N=1N(N=NC1)C1=C(C=C(C(=C1)N1N=CN=N1)N1N=CN=N1)N1N=CN=N1 1,2,4,5-tetra(2H-tetrazole-yl)-benzene